C1(CC1)N1CC(C1)OC1=CC(=C(C(=C1)F)[C@H]1N([C@@H](CC2=C1NC1=CC=CC=C21)C)CC(C)(C)F)F (1R,3R)-1-[4-(1-cyclopropylazetidin-3-yl)oxy-2,6-difluoro-phenyl]-2-(2-fluoro-2-methyl-propyl)-3-methyl-1,3,4,9-tetrahydropyrido[3,4-b]indole